[C+4].[O-2].[Al+3].[Ti+4] titanium aluminum oxide carbon